5-benzyl-2-(4-fluorophenyl)-3-(4,4,5,5-tetramethyl-1,3,2-dioxaborolan-2-yl)-4,5,6,7-tetrahydropyrazolo[1,5-a]pyrazine C(C1=CC=CC=C1)N1CC=2N(CC1)N=C(C2B2OC(C(O2)(C)C)(C)C)C2=CC=C(C=C2)F